NC1=CC=C(C=C1)N1CCN(CC1)[C@H]1C(CN(CC1)C(=O)OC(C)(C)C)(F)F tert-butyl (4R)-4-[4-(4-aminophenyl)piperazin-1-yl]-3,3-difluoropiperidine-1-carboxylate